N,N-dimethyl-2-(5-nitroindazol-2-yl)ethanamine CN(CCN1N=C2C=CC(=CC2=C1)[N+](=O)[O-])C